C12(CC(C1)C2)NC(CN2C(C(=CC=C2)NC([C@H](CCC(C(=O)NCC)=O)NC(=O)C=2OC1=C(C2C)C=CC=C1)=O)=O)=O (S)-N1-(1-(2-(Bicyclo[1.1.1]pentan-1-ylamino)-2-oxoethyl)-2-oxo-1,2-dihydropyridin-3-yl)-N6-ethyl-2-(3-methylbenzofuran-2-carboxamido)-5-oxohexandiamid